3-(5-(1,4-diazepan-1-yl)-2-oxobenzo[cd]indol-1(2H)-yl)piperidine-2,6-dione N1(CCNCCC1)C=1C=CC=2C(N(C3=CC=CC1C23)C2C(NC(CC2)=O)=O)=O